tertiary Butylhydroquinone C(C)(C)(C)C1=C(O)C=CC(=C1)O